C(C)(=O)[O-].C(CC)[NH+]1CC(CC1)CCCC 1-Propyl-3-butylpyrrolidinium acetat